BrC=1C=2C(C3=C(NC2N=CC1I)CC(CC3=O)(C)C)(C3=C(C=CC=C3)C)C 4-bromo-3-iodo-5,8,8-trimethyl-5-(o-tolyl)-9,10-dihydro-7H-benzo[b][1,8]naphthyridin-6-one